FC1=C2C=CN(C2=C(C=C1)C)C1=CC(=CC=C1)N1CCN(CC1)CCOC 4-fluoro-N-(3-(4-(2-methoxyethyl)piperazin-1-yl)phenyl)-7-methyl-1H-indole